COC(CC(C)C)=S methylthioisovalerate